ClC1=CC(=C(C=C1)/C=C/C(=O)OC)C=O methyl (E)-3-(4-chloro-2-formylphenyl)acrylate